2-bromo-1-(3-fluoro-4-(2-methoxyethoxy)phenyl)-3-phenylpropan-1-one BrC(C(=O)C1=CC(=C(C=C1)OCCOC)F)CC1=CC=CC=C1